C(C)(=O)ON1C(CCCC1(C)C)(C)C 1-Acetoxy-2,2,6,6-tetramethylpiperidin